(R)-N-(1-(2-fluoro-3-(trifluoromethyl)phenyl)ethyl)-6-(4-isopropylpiperazin-1-yl)-7-methoxypyrido[2,3-d]pyrimidin-4-amine FC1=C(C=CC=C1C(F)(F)F)[C@@H](C)NC=1C2=C(N=CN1)N=C(C(=C2)N2CCN(CC2)C(C)C)OC